(Z)-hepta-1,3-diene C=C\C=C/CCC